ClC1=CC=C(C=C1)S(=O)(=NC1=CC=C(C=C1)C1=NOC(=N1)C(F)(F)F)C (4-chlorophenyl)(methyl)((4-(5-(trifluoromethyl)-1,2,4-oxadiazol-3-yl)phenyl)imino)-λ6-sulfanone